C(N)(=N)C=1C=C(SC1)CNC(=O)[C@H]1N(CC2(OCCO2)C1)C(CNC(CCCOC1=CC=C(C=C1)C)=O)=O (S)-N-((4-carbamimidoylthiophen-2-yl)methyl)-7-((4-(p-tolyloxy)butanoyl)glycyl)-1,4-dioxa-7-azaspiro[4.4]nonane-8-carboxamide